N-(2-cyano-4-(trifluoromethyl)phenyl)-1-(4-((1-(2-(2,6-dioxopiperidin-3-yl)-1,3-dioxoisoindolin-5-yl)azetidin-3-yl)ethynyl)-1H-pyrazol-1-yl)cyclopropane-1-carboxamide C(#N)C1=C(C=CC(=C1)C(F)(F)F)NC(=O)C1(CC1)N1N=CC(=C1)C#CC1CN(C1)C=1C=C2C(N(C(C2=CC1)=O)C1C(NC(CC1)=O)=O)=O